OCC1CCN(S1(=O)=O)C1=CC=C(C=C1)OC 5-(hydroxymethyl)-2-(4-methoxyphenyl)isothiazolidine 1,1-dioxide